cyclododecane-1,4,8-trialdehyde C1(CCC(CCCC(CCCC1)C=O)C=O)C=O